COC1=C(C=C(C=C1)[N+](=O)[O-])[N+]#[C-] 2-METHOXY-5-NITRO-PHENYLISOCYANIDE